(R)-4-(7-(3,5-difluorophenyl)-5-(pyridin-2-yl)-7H-pyrrolo[2,3-d]pyrimidin-4-yl)-2-methylpiperazine-1-carboxylic acid tert-butyl ester C(C)(C)(C)OC(=O)N1[C@@H](CN(CC1)C=1C2=C(N=CN1)N(C=C2C2=NC=CC=C2)C2=CC(=CC(=C2)F)F)C